N-{(1S)-1-(4-Methylcyclohexyl)-2-oxo-2-[(2-oxospiro-[1H-pyrrolo[3,2-c]pyridine-3,4'-oxane]-6-yl)amino]ethyl}-isoxazole-3-carboxamide CC1CCC(CC1)[C@@H](C(NC1=CC2=C(C=N1)C1(CCOCC1)C(N2)=O)=O)NC(=O)C2=NOC=C2